2-(1-(trifluoromethyl)-3-oxacyclobutoxy)acetaldehyde FC(C1(COC1)OCC=O)(F)F